1-(Cyclobutylmethyl)-N-(2-cyclopropyl-4-methyl-5-oxo-5,6,7,8-tetrahydro-4H-pyrazolo[1,5-a][1,3]diazepin-6-yl)-1H-1,2,4-triazol-3-carboxamid C1(CCC1)CN1N=C(N=C1)C(=O)NC1C(N(C=2N(CC1)N=C(C2)C2CC2)C)=O